OC=1C=C(C=CC1)C1=NC=2C(=C3C(=NC2)N(C=C3)S(=O)(=O)C3=CC=CC=C3)N1[C@@H]1CC[C@H](CC1)C#N trans-4-(2-(3-hydroxyphenyl)-6-(benzenesulfonyl)imidazo[4,5-d]pyrrolo[2,3-b]pyridin-1(6H)-yl)cyclohexanecarbonitrile